(E)-N-(4-(3-(7,8-dimethoxy-1,2,3,4-tetrahydrodibenzo[b,d]furan-3-yl)-3-oxoprop-1-en-1-yl)phenyl)-4,5-dimethoxy-2-nitrobenzamide COC1=CC2=C(C3=C(O2)CC(CC3)C(/C=C/C3=CC=C(C=C3)NC(C3=C(C=C(C(=C3)OC)OC)[N+](=O)[O-])=O)=O)C=C1OC